6'-(((1S,3S)-3-((6-Methyl-3H-imidazo[4,5-b]pyridin-2-yl)amino)cyclopentyl)amino)-2H-[1,3'-bipyridin]-2-one CC=1C=C2C(=NC1)NC(=N2)N[C@@H]2C[C@H](CC2)NC2=CC=C(C=N2)N2C(C=CC=C2)=O